C[C-]1NC=C(C1=O)C(F)(F)F 2-methyl-trifluoromethyl-2-pyrrolidone